(S)-1'-(6-((1H-indazol-3-yl)thio)-1,2,4-triazin-3-yl)-1,3-dihydrospiro[indene-2,4'-piperidin]-1-amine N1N=C(C2=CC=CC=C12)SC1=CN=C(N=N1)N1CCC2(CC1)[C@@H](C1=CC=CC=C1C2)N